C(#N)C=1C=C(C=NC1N1C[C@@](CC1)(C)O)C=1C(=CC(=C(C(=O)NC2=NOC=C2)C1)F)C (S)-5-(5-cyano-6-(3-hydroxy-3-methylpyrrolidin-1-yl)pyridin-3-yl)-2-fluoro-N-(isoxazol-3-yl)-4-methylbenzamide